N-(2,4-dimethyl-6-oxo-1,6-dihydropyridine-3-carbonyl)-O-(cis-3-(2-(5,6,7,8-tetrahydro-1,8-naphthyridin-2-yl)ethyl)cyclobutyl)homoserine CC=1NC(C=C(C1C(=O)N[C@@H](CCO[C@@H]1C[C@@H](C1)CCC1=NC=2NCCCC2C=C1)C(=O)O)C)=O